O=C1N(CC2=CC(=CC=C12)N[C@@H]1[C@H](CCC1)N1CCCCC1)C1C(NC(CC1)=O)=O 3-(1-oxo-5-(((1S,2S)-2-(piperidin-1-yl)cyclopentyl)amino)isoindolin-2-yl)piperidine-2,6-dione